C(C)NC(N(OC)CC1=CC=C(C=C1)C1=NOC(=N1)C(F)(F)F)=O 3-ethyl-1-methoxy-[[4-[5-(trifluoromethyl)-1,2,4-oxadiazol-3-yl]phenyl]methyl]urea